4-[3-(1-ethyl-3-methyl-1H-pyrazol-5-yl)-1H-1,2,4-triazol-5-yl]-1-{2-[(2S)-2-methylmorpholin-4-yl]ethyl}-1H-indazole-6-carboxamide C(C)N1N=C(C=C1C1=NNC(=N1)C1=C2C=NN(C2=CC(=C1)C(=O)N)CCN1C[C@@H](OCC1)C)C